N-methyl-mandelic amide CNC(C(O)C1=CC=CC=C1)=O